CC1=CC=NC2=C(C=CC=C12)C(=O)[O-] 4-methyl-8-quinolate